5-chloro-2-[[6-chloro-3-(4-oxo-1-piperidyl)-4-quinolyl]amino]benzoic acid ClC=1C=CC(=C(C(=O)O)C1)NC1=C(C=NC2=CC=C(C=C12)Cl)N1CCC(CC1)=O